NCC1=NN(C=2N(C([C@H]([C@H](C21)C=2C=NC(=CC2)F)NC(C2=CC(=CC=C2)C(F)(F)F)=O)=O)CC)C2=CC=CC=C2 N-[(4S,5S)-3-(aminomethyl)-7-ethyl-4-(6-fluoropyridin-3-yl)-6-oxo-1-phenyl-1H,4H,5H,6H,7H-pyrazolo[3,4-b]pyridin-5-yl]-3-(trifluoromethyl)benzamide